(3S,4S)-3-((tert-Butoxycarbonyl)amino)-4-(hydroxymethyl)pyrrolidine-1-carboxylic acid C(C)(C)(C)OC(=O)N[C@@H]1CN(C[C@@H]1CO)C(=O)O